C(CC)(=O)[O-].C(#N)C=1C=CC(=C(C1)CC[N+](C)(C)C)[C@@H]1C(=C(N(C=2N1C(NN2)=O)C2=CC(=CC=C2)C(F)(F)F)C)C(=O)OC (2-{5-Cyano-2-[(R)-6-methoxycarbonyl-7-methyl-3-oxo-8-(3-trifluoromethyl-phenyl)-2,3,5,8-tetrahydro-[1,2,4]triazolo[4,3-a]pyrimidin-5-yl]-phenyl}-ethyl)-trimethyl-ammonium propionate